(+/-)-1-(3-(4-(2-amino-6-methylpyrimidin-4-yl)-1,4-oxazepan-3-yl)-4-chlorophenyl)-2,2,2-trifluoroethan-1-ol NC1=NC(=CC(=N1)N1C(COCCC1)C=1C=C(C=CC1Cl)C(C(F)(F)F)O)C